1'-[trans-4-(pyridin-2-yloxy)cyclohexyl]-4'H,6'H-spiro[1,3-dioxolane-2,5'-[1,2,4]triazolo[4,3-a][1]benzazepine]-8'-carbonitrile N1=C(C=CC=C1)O[C@@H]1CC[C@H](CC1)C1=NN=C2N1C1=C(CC3(C2)OCCO3)C=C(C=C1)C#N